2-(8-oxo-3-azabicyclo[3.2.1]octan-3-yl)acetonitrile O=C1C2CN(CC1CC2)CC#N